BrC=1C=C(C=NC1C)N 5-bromo-6-methylpyridin-3-amine